4-chloro-N-((2-(3,4-dimethyl-6-(4,7-diazaspiro[2.5]octan-7-yl)pyridin-2-yl)-1,6-naphthyridin-7-yl)methyl)-1-(methylsulfonyl)indoline-6-carboxamide ClC1=C2CCN(C2=CC(=C1)C(=O)NCC1=NC=C2C=CC(=NC2=C1)C1=NC(=CC(=C1C)C)N1CCNC2(CC2)C1)S(=O)(=O)C